FC1(CN(CC1C)S(=O)(=O)C=1NC2=C(C=C(C(=C2C1)C1=NN(C=N1)C)C)F)F 2-((3,3-difluoro-4-methylpyrrolidin-1-yl)sulfonyl)-7-fluoro-5-methyl-4-(1-methyl-1H-1,2,4-triazol-3-yl)-1H-indole